(2-oxaspiro[3.5]nonan-7-yl)-7,9-dihydro-8H-purin-8-one C1OCC12CCC(CC2)C2=NC=C1NC(NC1=N2)=O